C1CN=CC2N1C1=C(OC2)C=CC=C1 1,2,4a,5-tetrahydrobenzo[b]pyrazino[1,2-d][1,4]oxazine